C(C)(=O)OC1=C2C(=C3[C@@H](CN(C3=C1)C(=O)C13CC(C1)(C3)C(=O)N3C[C@H](C1=C4C(=C(C=C31)OC(C)=O)C=C(S4)C)CCl)CCl)SC(=C2)C bicyclo[1.1.1]pentane-1,3-diylbis[carbonyl (8S)-8-(chloromethyl)-2-methyl-7,8-dihydro-6H-thieno[2,3-e]indole-6,4-diyl] diacetate